CC1=NC(=NC(=C1O)O)C methyl-5,6-dihydroxy-2-methylpyrimidine